7-(3-methoxypyrrolidin-1-yl)-N,N,2-trimethylpyrido[2,3-d]pyrimidine-6-carboxamide COC1CN(CC1)C=1C(=CC2=C(N=C(N=C2)C)N1)C(=O)N(C)C